2-((R)-2-hydroxypropoxy)-6-morpholinopyridin O[C@@H](COC1=NC(=CC=C1)N1CCOCC1)C